[O-]CC.[O-]CC.[O-]CC.C(CC)C1(C=CC=C1)[Zr+3] (n-propylcyclopentadienyl)zirconium triethoxide